C(C1=CC=CC=C1)N1C(C=C(C2=C(C=CC=C12)C)OCC1=CC=CC=C1)=O 1-benzyl-4-benzyloxy-5-methylquinolin-2(1H)-one